The molecule is a member of the class of 4-pyridones that is 4-pyridone substituted with a carboxamide group at C-3 and a methyl group at N-1. It has a role as a mouse metabolite. It is a pyridinecarboxamide, a member of methylpyridines and a member of 4-pyridones. CN1C=CC(=O)C(=C1)C(=O)N